1,1,2,2-tetrafluoro-5-((5-fluoropyridin-3-yl)oxy)-3-hydroxy-2,3-dihydro-1H-indene-4-carbonitrile-3-d FC1(C(C(C=2C(=C(C=CC12)OC=1C=NC=C(C1)F)C#N)([2H])O)(F)F)F